FC(C1=NN=C(O1)C=1C=CC(=NC1)CN(S(=O)(=O)CC)C1=CC=C2C=NN(C2=C1)C)F N-((5-(5-(difluoromethyl)-1,3,4-oxadiazol-2-yl)pyridin-2-yl)methyl)-N-(1-methyl-1H-indazol-6-yl)ethanesulfonamide